6-(2,3-dihydro-1H-indol-4-yl)-5-fluoropyridine-3-carbaldehyde N1CCC2=C(C=CC=C12)C1=C(C=C(C=N1)C=O)F